C1(CCCC1)N1N=NC2=C1C=CC(=C2)C2=NOC(=N2)C=2C=C(C=CC2)C 3-(1-cyclopentyl-1H-benzo[d][1,2,3]triazol-5-yl)-5-(m-tolyl)-1,2,4-oxadiazole